cystamine-2HCl Cl.Cl.NCCSSCCN